4,6-dichloro-quinoline-3-sulfonamide ClC1=C(C=NC2=CC=C(C=C12)Cl)S(=O)(=O)N